C(#N)C1CC(C1)(O)C=1N=C2C(=NC1)N=C(S2)NC(OC(C)(C)C)=O tert-butyl (6-(3-cyano-1-hydroxycyclobutyl)thiazolo[4,5-b]pyrazin-2-yl)carbamate